(S)-5-(3-(1-(8-amino-1-chloroimidazo[1,5-a]pyrazin-3-yl)ethyl)-5-chloro-2-ethoxy-6-methylphenyl)-N,N-diethylpyridine-2-carboxamide NC=1C=2N(C=CN1)C(=NC2Cl)[C@@H](C)C=2C(=C(C(=C(C2)Cl)C)C=2C=CC(=NC2)C(=O)N(CC)CC)OCC